BrC=1C=CC(=C(C1)NCCO)Cl 2-((5-bromo-2-chlorophenyl)amino)ethanol